3-(Chloromethyl)-5,5-dimethyl-4,5-dihydroisoxazole ClCC1=NOC(C1)(C)C